C(CCC)P(CCCC)CCCC Tri-n-butylphosphin